di(4-isooctylphenyl) carbonate C(OC1=CC=C(C=C1)CCCCCC(C)C)(OC1=CC=C(C=C1)CCCCCC(C)C)=O